C(C1=CC=CC=C1)(=O)N1CCN(CC1)C1=NC2=CC=C(C=C2C=C1)NC(=S)NCCN(CC)CC 1-(2-(4-benzoylpiperazin-1-yl)quinolin-6-yl)-3-(2-(diethylamino)ethyl)thiourea